FC=1C=NC(=NC1)N[C@@H]1CN(CC[C@H]1OCC1=CC=C(C=C1)C(F)(F)F)C(C=C)=O 1-((3R,4R)-3-((5-fluoropyrimidin-2-yl)amino)-4-((4-(trifluoromethyl)benzyl)oxy)piperidin-1-yl)prop-2-en-1-one